6-amino-2-benzoxazolinone NC1=CC2=C(NC(O2)=O)C=C1